BrC1=CN2C(S1)=C(C=N2)C(=O)NC=2C=C(C=NC2C)NC(OC(C)(C)C)=O tert-butyl (5-(2-bromopyrazolo[5,1-b]thiazole-7-carboxamido)-6-methylpyridin-3-yl)carbamate